2-ethyl-5,11-dioxo-6,12-bis(n-hexylcarbonyloxy)naphthonaphthalene C(C)C=1C=CC2=C3C(C(C(=C2C1)OC(=O)CCCCCC)=O)=C1C=CC=CC1=C(C3=O)OC(=O)CCCCCC